2-((3r,5r,7r)-adamantan-1-yl)-6-methoxy-3,4-dihydronaphthalen-1(2H)-one C12(CC3CC(CC(C1)C3)C2)C2C(C3=CC=C(C=C3CC2)OC)=O